cis-N-butyl-2-(2,4-dichlorophenyl)cyclobutane-1-amine C(CCC)N[C@H]1[C@H](CC1)C1=C(C=C(C=C1)Cl)Cl